1-(hydroxymethyl)imidazolidone OCN1C(NCC1)=O